C(\C=C\C(=O)[O-])(=O)OC=C fumaric acid, vinyl ester